CN([C@@H](CSSC[C@@H](C(=O)O)N(C(C)=O)C)C(=O)O)C(C)=O dimethyl-N,N'-diacetyl-cystine